3-methylhexyl 8-bromooctanoate BrCCCCCCCC(=O)OCCC(CCC)C